CC=1C=C(C=CC1)S(=O)(=O)N 3-methyl-benzenesulfonamide